ClC1=C(C=CC(=C1)Cl)C=1CCCC2=C(C1C1=CC=C(C=C1)O[C@@H]1CN(CC1)CCCF)C=CC(=C2)C2=NNC(O2)=O (S)-5-(8-(2,4-dichlorophenyl)-9-(4-((1-(3-fluoropropyl)pyrrolidin-3-yl)oxy)phenyl)-6,7-dihydro-5H-benzo[7]annulen-3-yl)-1,3,4-oxadiazol-2(3H)-one